COC1=CC2=C(NC(=N2)N2N=CC=C2)C=C1OC 1-(5,6-Dimethoxy-1H-benzoimidazol-2-yl)-1H-pyrazole